3',4',5'-trifluorobiphenyl-2-amine FC=1C=C(C=C(C1F)F)C=1C(=CC=CC1)N